1-(6-amino-5-cyanopyridin-2-yl)-N-(5-chloro-6-(2H-1,2,3-triazol-2-yl)pyridin-3-yl)-5-(trifluoromethyl)-1H-pyrazole-4-carboxamide NC1=C(C=CC(=N1)N1N=CC(=C1C(F)(F)F)C(=O)NC=1C=NC(=C(C1)Cl)N1N=CC=N1)C#N